N~2~-[cis-1-acetyl-2-({[cis-4-(3-fluorophenyl)cyclohexyl]oxy}methyl)piperidin-3-yl]-N~1~,N~1~-dimethylethanediamide C(C)(=O)N1[C@H]([C@H](CCC1)NC(C(=O)N(C)C)=O)CO[C@@H]1CC[C@@H](CC1)C1=CC(=CC=C1)F